C(C)(C)(C)OC(=O)C=1CNC2=CC=CC=C2C1 quinoline-3(2H)-carboxylic acid tert-butyl ester